(4-aminophenylethyl)glycine ethyl ester C(C)OC(CNCCC1=CC=C(C=C1)N)=O